ICC1=NC2=CC=CC=C2C=C1 2-(iodomethyl)-quinoline